6-butyl-5-(2,6-dimethoxyphenyl)-4-hydroxy-3-((2'-methoxy-[3,4'-bipyridin]-6-yl)sulfonyl)pyridin-2(1H)-one C(CCC)C1=C(C(=C(C(N1)=O)S(=O)(=O)C1=CC=C(C=N1)C1=CC(=NC=C1)OC)O)C1=C(C=CC=C1OC)OC